3-Methoxy-N-methyl-4-((3-(4-(piperidin-4-ylamino)-1-(2,2,2-trifluoroethyl)-1H-indol-2-yl)prop-2-yn-1-yl)amino)benzamide dihydrochloride Cl.Cl.COC=1C=C(C(=O)NC)C=CC1NCC#CC=1N(C2=CC=CC(=C2C1)NC1CCNCC1)CC(F)(F)F